2-(8-cyclopropyl-5-oxothieno[3',2':4,5]pyrrolo[1,2-d][1,2,4]triazin-6(5H)-yl)acetic acid ethyl ester C(C)OC(CN1N=C(N2C(C1=O)=CC1=C2SC=C1)C1CC1)=O